3-methoxy-6-(morpholin-4-yl)benzene-1,2-diamine COC1=C(C(=C(C=C1)N1CCOCC1)N)N